NC=1C2=C(N=CN1)N(C=C2C#CC=2C=CC1=C(N=C(S1)CC)C2)[C@@H]2CN(CC2)C(C=C)=O (S)-1-(3-(4-amino-5-((2-ethylbenzo[d]thiazol-5-yl)ethynyl)-7H-pyrrolo[2,3-d]pyrimidin-7-yl)pyrrolidin-1-yl)prop-2-en-1-one